C1(=CC=CC=C1)CCS(=O)(=O)OC1=C(C=CC=C1)NC(NC1=C(C=CC=C1)OS(=O)(=O)CCC1=CC=CC=C1)=O bis-[2-(phenylethansulfonyloxy)phenyl]urea